5-fluoro-N-methyl-2-pyridinecarboxamide FC=1C=CC(=NC1)C(=O)NC